(4-nitrophenyl) carbonate trifluoroacetate FC(C(=O)O)(F)F.C(OC1=CC=C(C=C1)[N+](=O)[O-])(O)=O